(S)-N-(5-(3'-Chloro-6-methoxy-5-((methylamino)methyl)-[2,4'-bipyridin]-2'-yl)-1,2,3,4-tetrahydronaphthalen-1-yl)-6-methoxy-5-((methylamino)methyl)-3-(trifluoromethyl)pyridin-2-amine ClC=1C(=NC=CC1C1=NC(=C(C=C1)CNC)OC)C1=C2CCC[C@@H](C2=CC=C1)NC1=NC(=C(C=C1C(F)(F)F)CNC)OC